C(C1=CC=CC=C1)OC1=C(C=C2C=CC(NC2=C1)=O)OC 7-(Benzyloxy)-6-methoxy-1,2-dihydroquinolin-2-one